COC1=CC=C(C(C2=CC=CC=C2)(C2=CC=CC=C2)Cl)C=C1 4-monomethoxytrityl chloride